C(=O)C1=NC2=CC=C(C=C2C(=C1)C=1C=NN(C1)C)CN(C(OC(C)(C)C)=O)C1CCOCC1 tert-butyl ((2-formyl-4-(1-methyl-1H-pyrazol-4-yl)quinolin-6-yl)methyl)(tetrahydro-2H-pyran-4-yl)carbamate